N-Bocethanolamine C(=O)(OC(C)(C)C)NCCO